BrC=1C=C(C=2N(C1)N=CC2C#N)C=2C=CC(=NC2)N2CCC(CC2)(C(=O)NC(C)C)C 1-[5-(6-bromo-3-cyano-pyrazolo[1,5-a]pyridin-4-yl)-2-pyridyl]-N-isopropyl-4-methyl-piperidine-4-carboxamide